aniline carbamate C(N)(O)=O.NC1=CC=CC=C1